N-(4-fluorophenyl)-2-[1-(5-methyl-1,2-oxazole-3-carbonyl)-1,2,3,4-tetrahydroquinolin-6-yl]propanamide FC1=CC=C(C=C1)NC(C(C)C=1C=C2CCCN(C2=CC1)C(=O)C1=NOC(=C1)C)=O